(S)-N-(4-(1,3-dithiolan-2-yl)phenyl)-1-((4-formylbenzoyl)-L-prolyl)pyrrolidine-2-carboxamide 1,3-dihexylimidazolium-2-carboxylate C(CCCCC)N1C(=[N+](C=C1)CCCCCC)C(=O)[O-].S1C(SCC1)C1=CC=C(C=C1)NC(=O)[C@H]1N(CCC1)C([C@H]1N(CCC1)C(C1=CC=C(C=C1)C=O)=O)=O